FC=1C=C(C=CC1)NC(CN(CC=1NC(C2=C(N1)C=CS2)=O)C)=O N-(3-fluorophenyl)-2-(methyl((4-oxo-3,4-dihydrothieno[3,2-d]pyrimidin-2-yl)methyl)amino)acetamide